(2-(2-aminoethoxy)ethyl)-2-(3-(6,7-dichloro-2-(2-hydroxyacetyl)-2,3,4,5-tetrahydro-1H-pyrido[4,3-b]indol-9-yl)-1H-pyrazol-1-yl)acetamide NCCOCCC(C(=O)N)N1N=C(C=C1)C=1C=2C3=C(NC2C(=C(C1)Cl)Cl)CCN(C3)C(CO)=O